N-(1H-indol-4-yl)-7-(3,4,5-trimethoxyphenyl)-[1,2,4]triazolo[1,5-a]pyrimidin-2-amine N1C=CC2=C(C=CC=C12)NC1=NN2C(N=CC=C2C2=CC(=C(C(=C2)OC)OC)OC)=N1